C1(CCCC1)NC=1C2=C(N=C(N1)NC1=C(C=C(C=C1)S(=O)(=O)C)OC)NC=C2 N4-cyclopentyl-N2-(2-methoxy-4-(methyl-sulfonyl)phenyl)-7H-pyrrolo[2,3-d]pyrimidine-2,4-diamine